C1(=CC=CC=C1)P(C1=CC=CC=C1)(C1=CC=CC=C1)[Pd-] Triphenylphosphinopalladium(0)